CC1=CC2=C(C=C1)C(=O)CC(O2)C3=CC=C(C=C3)F (+/-)-2-(4-Fluorophenyl)-7-methylchroman-4-one